ClC1=NC(=CC=C1C(=O)OCC)C1CC1 ethyl 2-chloro-6-cyclopropylpyridine-3-carboxylate